(S)-N-((R)-(4-Bromophenyl)(Phenyl)Methyl)-2-Methylpropane-2-Sulfinamide BrC1=CC=C(C=C1)[C@H](N[S@@](=O)C(C)(C)C)C1=CC=CC=C1